2-(2-fluoro-5-((S)-1-(((S or R)-((R)-7-fluoro-1,2,3,4-tetrahydro-1,5-naphthyridin-3-yl)(phenyl)methyl)amino)propan-2-yl)phenyl)acetic acid FC1=C(C=C(C=C1)[C@@H](CN[C@H](C1=CC=CC=C1)[C@H]1CNC2=CC(=CN=C2C1)F)C)CC(=O)O |o1:10|